(4-(6-amino-5-(3-fluoro-4-((4-methylpyrimidin-2-yl)oxy)phenyl)pyrimidin-4-yl)phenyl)acryloylamide NC1=C(C(=NC=N1)C1=CC=C(C=C1)C=CC(=O)[NH-])C1=CC(=C(C=C1)OC1=NC=CC(=N1)C)F